C(CCCCCCCCCCC)C1=C(C=CC=C1)C1(CC=NC=C1)C(C#N)=C 4-(dodecylphenyl)-2-(pyridin-4-yl)acrylonitrile